CN(S(=O)(=O)C1CCNCC1)C N,N-dimethylpiperidin-4-sulfonamide